CN(C(C1=C(C(C(=O)O)=CC(C(=O)O)=C1)CC)=O)C N,N-dimethylethyl-trimesic amide